BrC1=CC=2C(C(C3=CC(=CC=C3C2C=C1)C1=CN=CC2=CC=CC=C12)=O)=O 2-bromo-7-(isoquinolin-4-yl)phenanthren-9,10-dione